(S)-1-((methylamino)methyl)isochroman-5-carbonitrile CNC[C@H]1OCCC=2C(=CC=CC12)C#N